ClC1=CN(C2=NC=CC(=C21)OC2=C(C=C(C=C2F)NC(=S)NCC2(CCC2)CO)F)COCC[Si](C)(C)C N-{4-[(3-chloro-1-{[2-(trimethylsilyl)ethoxy]methyl}-1H-pyrrolo[2,3-b]pyridin-4-yl)oxy]-3,5-difluorophenyl}-N'-{[1-(hydroxymethyl)cyclobutyl]methyl}thiourea